2-(5-{[(1R,2R,3S,5S)-2-fluoro-8-azabicyclo[3.2.1]octan-3-yl](methyl)amino}pyrazin-2-yl)-5-[1-(oxetan-3-yl)-1H-pyrazol-4-yl]phenol F[C@@H]1[C@H]2CC[C@@H](C[C@@H]1N(C=1N=CC(=NC1)C1=C(C=C(C=C1)C=1C=NN(C1)C1COC1)O)C)N2